4-(2-{[(2r,7as)-2-fluoro-hexahydro-1H-pyrrolizin-7a-yl]methoxy}-8-fluoro-5-methoxy-4-(1,4-oxazepan-4-yl)pyrido[4,3-d]pyrimidin-7-yl)-5-ethynyl-6-fluoronaphthalene-2-ol F[C@@H]1C[C@@]2(CCCN2C1)COC=1N=C(C2=C(N1)C(=C(N=C2OC)C2=CC(=CC1=CC=C(C(=C21)C#C)F)O)F)N2CCOCCC2